OC(CC(=O)O)C1=CC=NC=C1 3-hydroxy-3-(pyridin-4-yl)propanoic acid